COC1=C(C=C2CCN(C(C2=C1)C)C(=O)C1=C(OC=2N=CN=C(C21)NC2(CC2)C)C)O 7-methoxy-1-methyl-2-{6-methyl-4-[(1-methylcyclopropyl)amino]furo[2,3-d]pyrimidine-5-carbonyl}-1,2,3,4-tetrahydroisoquinolin-6-ol